2-(1-acryloyl-4-(7-(7-chloro-3,4-dihydroquinolin-1(2H)-yl)-2-((1-methylpyrrolidin-2-yl)methoxy)-5,6,7,8-tetrahydroquinazolin-4-yl)piperazin-2-yl)acetonitrile C(C=C)(=O)N1C(CN(CC1)C1=NC(=NC=2CC(CCC12)N1CCCC2=CC=C(C=C12)Cl)OCC1N(CCC1)C)CC#N